1,2-di(phenoxy)ethane O(C1=CC=CC=C1)CCOC1=CC=CC=C1